C[C@@H]1N(CCNC1)C1=CC2=C(N=CS2)C=C1 6-[(2S)-2-methylpiperazin-1-yl]-1,3-benzothiazole